C(C)(C)(C)OC(COCC1CCC(CC1)CN)=O.C(=O)NNC(C)=O N-formyl-N'-acetyl-hydrazine tert-Butyl-2-(((1s,4s)-4-(Aminomethyl)cyclohexyl)methoxy)acetate